6-amino-7-bromo-2-(tetrahydro-2H-pyran-4-yl)benzo[d]oxazole-5-carbonitrile NC1=C(C2=C(N=C(O2)C2CCOCC2)C=C1C#N)Br